methyl (R)-2-bromobutyrate Br[C@@H](C(=O)OC)CC